ONCCC1=CC=CC=C1 hydroxy-phenethylamine